cycloheptan-2-one C1C(CCCCC1)=O